(2E,2'E)-1,1'-((2S,5S)-2,5-dimethylpiperazine-1,4-diyl)bis(2-methyl-3-(4-nitrophenyl)prop-2-en-1-one) C[C@@H]1N(C[C@@H](N(C1)C(\C(=C\C1=CC=C(C=C1)[N+](=O)[O-])\C)=O)C)C(\C(=C\C1=CC=C(C=C1)[N+](=O)[O-])\C)=O